tert-butyl 4-(3-(hydroxy (6-(trifluoromethyl)pyridin-3-yl)methyl)pyridin-2-yl)piperazine-1-carboxylate OC(C=1C(=NC=CC1)N1CCN(CC1)C(=O)OC(C)(C)C)C=1C=NC(=CC1)C(F)(F)F